2-(2,4-dioxotetrahydropyrimidin-1(2H)-yl)-5-(4-((4-(5-(5-(2,2,2-trifluoroethyl)-5H-pyrido[4,3-b]indol-7-yl)pyridin-2-yl)piperazin-1-yl)methyl)piperidin-1-yl)isoindoline-1,3-dione O=C1N(CCC(N1)=O)N1C(C2=CC=C(C=C2C1=O)N1CCC(CC1)CN1CCN(CC1)C1=NC=C(C=C1)C=1C=CC=2C3=C(N(C2C1)CC(F)(F)F)C=CN=C3)=O